C(#N)C1CC2(C1)C[C@H](N(CC2)CC2=C1C=CNC1=C(C=C2OC)C)C2=CC=C(C(=O)NC1CC3(CN(C3)C)C1)C=C2 4-((2R,4s,6S)-2-cyano-7-((5-methoxy-7-methyl-1H-indol-4-yl)methyl)-7-azaspiro[3.5]nonan-6-yl)-N-(2-methyl-2-azaspiro[3.3]heptan-6-yl)benzamide